C(C)C(CN)CCCC 2-ethyl-hexyl-amine